FC=1C=CC=C2C=3C=CC=C(C3NC12)C#N 8-Fluoro-9H-carbazol-1-carbonitril